ClC1=C(C(=CC=C1)N1CCN(CC1)C(C)C)NC(=O)N1C[C@](CC1)(OC1=CC=CC=C1)C (S)-N-(2-chloro-6-(4-isopropylpiperazin-1-yl)phenyl)-3-methyl-3-phenoxypyrrolidine-1-carboxamide